CC(C)CC1=CC=C(C=C1)C(C)C(=O)[O-] The molecule is a monocarboxylic acid anion that is the conjugate base of ibuprofen, obtained by deprotonation of the carboxy group; major species at pH 7.3. It is a conjugate base of an ibuprofen.